OC=1C2=C(N(S(N1)(=O)=O)C)N=C(C(=C2)O[C@@H]2COCC2)OC (S)-4-Hydroxy-7-methoxy-1-methyl-6-((tetrahydrofuran-3-yl)oxy)-1H-pyrido[2,3-c][1,2,6]thiadiazine 2,2-dioxide